5-bromo-2-(1-(3-(trifluoromethyl)pyrrolidin-1-yl)ethyl)pyridine BrC=1C=CC(=NC1)C(C)N1CC(CC1)C(F)(F)F